methyl (S)-4-(1-(3-(difluoromethyl)-1-methyl-5-(3-(methylthio)phenoxy)-1H-pyrazole-4-carboxamido)ethyl)benzoate FC(C1=NN(C(=C1C(=O)N[C@@H](C)C1=CC=C(C(=O)OC)C=C1)OC1=CC(=CC=C1)SC)C)F